C=1(C(=CC=CC1)S(=O)(=O)NC1=C(C=CC=C1)C#CC=1C=CC(=NC1)C(=O)O)C1=CC=CC=C1 5-[2-(2-{[1,1'-biphenyl]-2-sulfonamido}phenyl)ethynyl]pyridine-2-carboxylic acid